4-Methoxy-2-hydroxybenzaldehyde COC1=CC(=C(C=O)C=C1)O